(2R*,3R*)-2-amino-3-hydroxybutanoic acid N[C@@H](C(=O)O)[C@@H](C)O |o1:1,5|